disilicon carbide C(=[SiH2])=[SiH2]